(S)-2-((2-((S)-2-(difluoromethyl)-4-methyl-6-carbonylpiperazin-1-yl)-5,6-dihydrobenzo[f]imidazo[1,2-d][1,4]oxazepin-9-yl)amino)propanamide FC([C@H]1N(C(CN(C1)C)=C=O)C=1N=C2N(CCOC3=C2C=CC(=C3)N[C@H](C(=O)N)C)C1)F